FC(C1=CC(=CC=C1)C(F)(F)F)(F)F 1,3-bistrifluoromethyl-benzene